bis-(3-methyl-4-isocyanatophenyl)methane CC=1C=C(C=CC1N=C=O)CC1=CC(=C(C=C1)N=C=O)C